2,2'-azobis(2-(N-(2-carboxyethyl)amidino)propane) N(=NC(C)(C)C(NCCC(=O)O)=N)C(C)(C)C(NCCC(=O)O)=N